cis-N1-(5-(4-fluoro-1-isopropyl-2-methyl-1H-benzo[d]imidazol-6-yl)pyrrolo[2,1-f][1,2,4]triazin-2-yl)cyclohexane-1,4-diamine FC1=CC(=CC=2N(C(=NC21)C)C(C)C)C=2C=CN1N=C(N=CC12)N[C@@H]1CC[C@@H](CC1)N